C(C)(C)OP(=S)(OC(C)C)[O-].[Mo+] molybdenum diisopropylthiophosphate